CC1=C(C(=CC(=C1)C)C)S(=O)(=O)[O-] 2,4,6-trimethylbenzene-1-sulfonate